C(C)(C)(C)OC(=O)N1CC(C(C1)O)(C(F)(F)F)C1CC1 3-cyclopropyl-4-hydroxy-3-(trifluoromethyl)pyrrolidine-1-carboxylic acid tert-butyl ester